3-((p-toluenesulfonyloxy)methyl)bicyclo[1.1.1]pentane-1-carboxylic acid benzyl ester C(C1=CC=CC=C1)OC(=O)C12CC(C1)(C2)COS(=O)(=O)C2=CC=C(C)C=C2